CC=1C=C2C(=CC(=NC2=CC1)C(F)(F)F)N[C@@H]1C[C@@H](CCC1)NC(C1=CC(=CC=C1)NC(C(C)C)=O)=O N-[(1R,3S)-3-{[6-methyl-2-(trifluoromethyl)quinolin-4-yl]amino}cyclohexyl]-3-(2-methylpropanamido)benzamide